C(CC(O)(C(=O)O)CC(=O)O)(=O)O.C1=CC=CC=2SC3=CC=CC=C3NC12 10H-phenothiazine citrate